3,4-bis(dimethylphosphino)-2,5-dimethylthiophene CP(C1=C(SC(=C1P(C)C)C)C)C